ClC=1C(=NC(=NC1)NC1CCOCC1)C1=CC=C2CN(C(C2=C1)=O)CC1=NOC(=N1)C 6-{5-chloro-2-[(oxan-4-yl)amino]pyrimidin-4-yl}-2-[(5-methyl-1,2,4-oxadiazol-3-yl)methyl]-2,3-dihydro-1H-isoindol-1-one